(1S)-1-(2-methylpropyl)-6-(2H-1,2,3-triazol-2-yl)-2-[4-(trifluoromethyl)pyrimidin-2-yl]-2,3,4,9-tetrahydro-1H-pyrido[3,4-b]indole CC(C[C@@H]1N(CCC2=C1NC1=CC=C(C=C21)N2N=CC=N2)C2=NC=CC(=N2)C(F)(F)F)C